anilinium HCl salt Cl.[NH3+]C1=CC=CC=C1